C1(CCC1)OC1=CC=2N(C=C1C(=O)O)C=C(N2)C21COC(C2)(C1)C 7-(cyclobutoxy)-2-(1-methyl-2-oxabicyclo[2.1.1]hexan-4-yl)imidazo[1,2-a]pyridine-6-carboxylic acid